6-[2-(3-pyridyl)thiazol-5-yl]pyridine-2-carboxamide N1=CC(=CC=C1)C=1SC(=CN1)C1=CC=CC(=N1)C(=O)N